3-methyl-5-(N-(2-(3-methylthiophene-2-yl)ethyl)sulfamoyl)benzofuran-2-carboxylic acid CC1=C(OC2=C1C=C(C=C2)S(NCCC=2SC=CC2C)(=O)=O)C(=O)O